NC1=C(C=C(C=C1Br)OC)CO (2-amino-3-bromo-5-methoxyphenyl)methanol